[Br-].C(C1=CC=CC=C1)N1CN(C=C1)C 1-benzyl-3-methylimidazole bromide salt